NC1=CC=CC(=N1)S(=O)(=O)NC(=O)C=1C(=NC(=CC1)C=1C=NC(=CC1)OC(C)C)N(C)C1CCCC1 N-[(6-Amino-2-pyridyl)sulfonyl]-2-[cyclopentyl(methyl)amino]-6-(6-isopropoxy-3-pyridyl)pyridin-3-carboxamid